[Si](C)(C)(C(C)(C)C)OC1C(COC1)OC1=NC=CC(=N1)N 2-((4-((tert-butyldimethylsilyl)oxy)tetrahydrofuran-3-yl)oxy)pyrimidin-4-amine